2-chloro-N-(3-chlorophenyl)-7-isopropyl-7H-pyrrolo[2,3-d]pyrimidin-4-amine ClC=1N=C(C2=C(N1)N(C=C2)C(C)C)NC2=CC(=CC=C2)Cl